(2-((3S,4S)-3-amino-4-fluoropyrrolidin-1-yl)-6-cyclopropylpyrimidin-4-yl)-4-(2-fluoro-6-methoxyphenyl)-2,3-dihydro-1H-pyrrolo[3,4-c]pyridin-1-one N[C@H]1CN(C[C@@H]1F)C1=NC(=CC(=N1)N1CC=2C(=NC=CC2C1=O)C1=C(C=CC=C1OC)F)C1CC1